tert-Butyl 4-(5-chloro-2-fluoropyridin-3-yl)-4-fluoropiperidine-1-carboxylate ClC=1C=C(C(=NC1)F)C1(CCN(CC1)C(=O)OC(C)(C)C)F